aluminum s-butoxide CCC(C)O[Al](OC(C)CC)OC(C)CC